3-(7-bromo-1-oxo-4-(piperazin-1-ylmethyl)isoindolin-2-yl)piperidine-2,6-dione BrC=1C=CC(=C2CN(C(C12)=O)C1C(NC(CC1)=O)=O)CN1CCNCC1